n-Pentacontane CCCCCCCCCCCCCCCCCCCCCCCCCCCCCCCCCCCCCCCCCCCCCCCCCC